NC1CCC(CC1)CC(=O)O [4-(amino)cyclohexyl]acetic acid